N1(N=CN=C1)C1=NC(NC=C1)=O 4-(1H-1,2,4-triazol-1-yl)-2-oxopyrimidine